C(C)[C@@H]1CN(CCN1)C(=O)OC(C)(C)C tert-butyl (R)-3-ethylpiperazine-1-carboxylate